4-(difluoromethoxy)-1-((2-fluoro-5-methylpyridin-4-yl)methyl)-1H-pyrrole-2-carboxylic acid FC(OC=1C=C(N(C1)CC1=CC(=NC=C1C)F)C(=O)O)F